CC1C2=C(N(C(N1C1=CC=C(C(=O)O)C=C1)=O)C)C=NC1=C2C=C(N1)C1=CC=C(C=C1)CN1CCC(CC1)S(=O)(=O)C 4-(1,4-dimethyl-8-(4-((4-(methylsulfonyl)piperidin-1-yl)methyl)phenyl)-3-oxo-1,3,4,7-tetrahydro-2H-pyrrolo[3',2':5,6]pyrido[3,4-d]pyrimidin-2-yl)benzoic acid